fluoro-N,N-dimethyl-benzenesulfonamide FC1=C(C=CC=C1)S(=O)(=O)N(C)C